4-((3-bromo-5-methoxyphenoxy)methyl)-3-fluorobenzonitrile BrC=1C=C(OCC2=C(C=C(C#N)C=C2)F)C=C(C1)OC